ClC1=C(C=CC=C1)C(Cl)(Cl)Cl 2-chlorobenzotrichloride